4-bromo-6-chloropyridinenitrile (1R,3S)-3-(5-{2-[3-(benzyloxy)-2-formylphenoxy]acetamido}-2H-pyrazol-3-yl)cyclopentyl-N-isopropylcarbamate C(C1=CC=CC=C1)OC=1C(=C(OCC(=O)NC=2C=C(NN2)[C@@H]2C[C@@H](CC2)N(C(O)=O)C(C)C)C=CC1)C=O.BrC1=CC(=NC(=C1)Cl)C#N